2-chloro-4-(4-chloro-2,3-difluoro-phenyl)-6,7-bis(trideuteriomethyl)pteridine ClC1=NC2=NC(=C(N=C2C(=N1)C1=C(C(=C(C=C1)Cl)F)F)C([2H])([2H])[2H])C([2H])([2H])[2H]